BrC1=NSC(=N1)NC(=O)C=1C(=CC(=NC1)N1C(C(=CC=C1)F)=O)C1=CC(=NC=C1OC)C(F)F N-(3-bromo-1,2,4-thiadiazol-5-yl)-2''-(difluoromethyl)-3-fluoro-5''-methoxy-2-oxo-2H-[1,2':4',4''-terpyridine]-5'-carboxamide